C(C1=CC=CC=C1)N1CCN(CC1)C1=CC(=C2C=CN(C2=C1)C)Br 6-(4-Benzylpiperazin-1-yl)-4-bromo-1-methyl-1H-indole